C(C)(C)(C)OC(CCCNC1=C2C(N(C(C2=CC=C1)=O)C1C(NC(CC1)=O)=O)=O)=O 4-{[2-(2,6-dioxopiperidin-3-yl)-1,3-dioxo-2,3-dihydro-1H-isoindol-4-yl]Amino}butyric acid tert-butyl ester